6-methoxy-N,N-dimethyl-4-(4-methylpiperazin-1-yl)-7-((1-methylpyrrolidin-3-yl)oxy)quinazolin-2-amine COC=1C=C2C(=NC(=NC2=CC1OC1CN(CC1)C)N(C)C)N1CCN(CC1)C